tert-butyl 5-(3,4-dichlorophenyl)-3,6-dihydro-2H-pyridine-1-carboxylate ClC=1C=C(C=CC1Cl)C1=CCCN(C1)C(=O)OC(C)(C)C